C(C)[C@H]1[C@H](NC([C@H]1F)=O)COC1=NC=CC=2C=C(N3C(C12)=CC=N3)C(=O)N 1-(((2s,3s,4s)-3-ethyl-4-fluoro-5-oxopyrrolidin-2-yl)methoxy)pyrazolo[5,1-a][2,7]naphthyridine-6-carboxamide